(S)-3-methyl-1-(4-(4,4,5,5-tetramethyl-1,3,2-dioxaborolan-2-yl)pyridin-2-yl)pyrrolidin-3-ol C[C@]1(CN(CC1)C1=NC=CC(=C1)B1OC(C(O1)(C)C)(C)C)O